1,6-bis(4-amidino-2-bromophenoxy)n-hexane C(N)(=N)C1=CC(=C(OCCCCCCOC2=C(C=C(C=C2)C(N)=N)Br)C=C1)Br